tert-butyl (1R,5S)-6-(6-amino-5-nitropyridin-2-yl)-3,6-diazabicyclo[3.1.1]heptane-3-carboxylate NC1=C(C=CC(=N1)N1[C@@H]2CN(C[C@H]1C2)C(=O)OC(C)(C)C)[N+](=O)[O-]